methyl 3-(9-((4-(aminomethyl)-2,6-dimethylphenyl)carbamoyl)-4,5-dihydrobenzo[b]thieno[2,3-d]oxepin-8-yl)-5-methyl-6-(propylcarbamoyl)picolinate NCC1=CC(=C(C(=C1)C)NC(=O)C1=CC2=C(OCCC3=C2SC=C3)C=C1C=1C(=NC(=C(C1)C)C(NCCC)=O)C(=O)OC)C